BrC=1C2=C(C=NC1)N=C(N2C)C21CC(C2)(C1)F 7-bromo-2-(3-fluorobicyclo[1.1.1]pentan-1-yl)-1-methyl-1H-imidazo[4,5-c]pyridine